FC1=C(C=C(C=C1)OC=1C(=C2C=CNC2=CC1F)C)C=1NC(=CN1)[C@]1(OC[C@@H](C1)O)C=1C=C(C=CC1)C(C(=O)O)C (3-((2r,4r)-2-(2-(2-Fluoro-5-((6-fluoro-4-methyl-1H-indol-5-yl)oxy)phenyl)-1H-imidazol-5-yl)-4-hydroxytetrahydrofuran-2-yl)phenyl)propanoic acid